(1R,4R)-N1,N1-bis((1H-pyrazol-4-yl)methyl)-N4-(5-chloro-4-(5-(cyclopropyl-methyl)-1-methyl-1H-pyrazol-4-yl)pyrimidin-2-yl)cyclohexane-1,4-diamine N1N=CC(=C1)CN(C1CCC(CC1)NC1=NC=C(C(=N1)C=1C=NN(C1CC1CC1)C)Cl)CC=1C=NNC1